4'-(aminomethyl)-[1,1'-biphenyl]-2-ol NCC1=CC=C(C=C1)C=1C(=CC=CC1)O